CC1(OCCC(C1)N1C=NC2=C1N=NC(=C2)C2=C(C=C1C(C=CO1)=C2O)C)C 5-[7-(2,2-dimethyltetrahydropyran-4-yl)imidazo[4,5-c]pyridazin-3-yl]-6-methyl-benzofuran-4-ol